N1(C=NC2=C1C=CC=C2)CCCS(=O)(=O)C2=NC(=CC(=N2)C=2C=C(C(N(C2)CC2=CC1=C(OCO1)C=C2)=O)F)C 5-(2-((3-(1H-benzo[d]imidazol-1-yl)propyl)sulfonyl)-6-methylpyrimidin-4-yl)-1-(benzo[d][1,3]dioxol-5-ylmethyl)-3-fluoropyridin-2(1H)-one